4-(benzyloxy)-3-(2-cyclopropylethoxy)benzyl alcohol C(C1=CC=CC=C1)OC1=C(C=C(CO)C=C1)OCCC1CC1